tert-butyl 3-(6-(5-methoxypyrazolo[1,5-a]pyridin-3-yl)pyridin-2-yl)piperidine-1-carboxylate COC1=CC=2N(C=C1)N=CC2C2=CC=CC(=N2)C2CN(CCC2)C(=O)OC(C)(C)C